IC1=CC=C(C=C1)OCCOC 1-iodo-4-(2-methoxyethoxy)benzene